5,8-difluoro-9,10-dioxo-9,10-dihydroanthracene-2-carboxylic acid FC1=C2C(C=3C=CC(=CC3C(C2=C(C=C1)F)=O)C(=O)O)=O